(1-((20Z,23Z)-10-((8Z,11Z)-heptadeca-8,11-dien-1-yl)-8,8-dimethyl-7,9,11-trioxa-8-silanonacosa-20,23-dien-1-yl)piperidin-2-yl)methanol C(CCCCCC\C=C/C\C=C/CCCCC)C(O[Si](OCCCCCCN1C(CCCC1)CO)(C)C)OCCCCCCCC\C=C/C\C=C/CCCCC